N-[4-(3-cyanophenyl)-5-(2,6-dimethyl-4-pyridyl)thiazol-2-yl]-6-methyl-5-oxo-2,6-diazaspiro[3.4]octane-2-carboxamide C(#N)C=1C=C(C=CC1)C=1N=C(SC1C1=CC(=NC(=C1)C)C)NC(=O)N1CC2(C1)C(N(CC2)C)=O